ethyl-5,8-difluoro-3-((5-fluoro-6-methylpyridin-2-yl)methyl)naphthalene-1,4-dione C(C)C=1C(C2=C(C=CC(=C2C(C1CC1=NC(=C(C=C1)F)C)=O)F)F)=O